FC(OC=1C=CC(=NC1)C=1N=C2C(=NC1)N=C(S2)N)F 6-(5-(difluoromethoxy)pyridin-2-yl)thiazolo[4,5-b]pyrazin-2-amine